C(C)(C)(C)C=1C=C(CN(C(CN(S(=O)(=O)C2=C(C(=C(C(=C2F)F)F)F)F)CC2=C(C=CC=C2)F)=O)C2=C(C=C(C(=O)O)C=C2)N(C)C)C=C(C1)C1CC1 4-(N-(3-(tert-butyl)-5-cyclopropylbenzyl)-2-(N-(2-fluorobenzyl)-(2,3,4,5,6-pentafluoro-phenyl)sulfonamido)acetamido)-3-(dimethylamino)benzoic acid